C1(CC1)NC(=O)C1=C(N(C(C(=C1O)C)=O)C)NC1=C(C=C(C=C1)I)F cyclopropyl-2-[(2-fluoro-4-iodophenyl)amino]-4-hydroxy-1,5-dimethyl-6-oxopyridine-3-carboxamide